1-azoniatricyclo[6.3.1.04,12]dodeca-1(11),4,6,8(12),9-pentaen-3-one [N+]=12CC(C3=CC=CC(C=CC1)=C23)=O